CN1CCN(CC1)S(=O)(=O)C1=CC2=NC(C(N=C2C=C1)=O)=O 6-(4-methylpiperazin-1-yl)sulfonylquinoxaline-2,3-dione